[N+](=O)([O-])C=1C=NN(C1)C(C(F)(F)F)C1=CC=CC=C1 4-nitro-1-(2,2,2-trifluoro-1-phenylethyl)-1H-pyrazole